FC=1C(=C(C=CC1)C1=NC(=C2N1C=CC=C2)C=2C=NC=CC2O)O 3-(3-(3-fluoro-2-hydroxyphenyl)imidazo[1,5-a]pyridin-1-yl)pyridin-4-ol